2-CHLORO-6-(1H-PYRAZOL-1-YL)PYRIDINE-3-BORONIC ACID ClC1=NC(=CC=C1B(O)O)N1N=CC=C1